OC(CN1C=NC2=C(C1=O)C=C(N=C2C=2C=NC=CC2)C2=CC=C(C=C2)N2CCN(CC2)C)CO 3-(2,3-dihydroxypropyl)-6-(4-(4-methylpiperazin-1-yl)phenyl)-8-(pyridin-3-yl)pyrido[3,4-d]pyrimidin-4(3H)-one